3-(1-acetyl-4-hydroxypiperidin-4-yl)-5-(((R)-1-(3-(difluoromethyl)-2-fluorophenyl)ethyl)amino)-1,7-Dimethyl-8-((Z)-2-((S)-1-methylpyrrolidin-2-yl)ethenyl)-1,6-naphthyridin-2(1H)-one C(C)(=O)N1CCC(CC1)(O)C=1C(N(C2=C(C(=NC(=C2C1)N[C@H](C)C1=C(C(=CC=C1)C(F)F)F)C)\C=C/[C@H]1N(CCC1)C)C)=O